trans-tert-butyl ((4-(2-(4-chloro-3-fluorophenoxy)acetamido)cyclohexyl)methyl)carbamate ClC1=C(C=C(OCC(=O)N[C@@H]2CC[C@H](CC2)CNC(OC(C)(C)C)=O)C=C1)F